5-(4-(azetidin-3-ylmethyl)piperazin-1-yl-2,2,3,3,5,5,6,6-d8)-2-(2,6-dioxopiperidin-3-yl)-6-fluoroisoindoline-1,3-dione N1CC(C1)CN1C(C(N(C(C1([2H])[2H])([2H])[2H])C=1C=C2C(N(C(C2=CC1F)=O)C1C(NC(CC1)=O)=O)=O)([2H])[2H])([2H])[2H]